Methyl-Tri-EthoxySilane tert-butyl-(3S)-3-[4-(4,4,5,5-tetramethyl-1,3,2-dioxaborolan-2-yl)triazol-2-yl]piperidine-1-carboxylate C(C)(C)(C)OC(=O)N1C[C@H](CCC1)N1N=CC(=N1)B1OC(C(O1)(C)C)(C)C.C[Si](OCC)(OCC)OCC